7-bromo-6-chloro-8-fluoro-2-((((S)-1-methylpyrrolidin-2-yl)methoxy)quinazolin-4-yl)-2-methylpiperazine-1-carboxylic acid tert-butyl ester C(C)(C)(C)OC(=O)N1C(CNCC1Cl)(C)C1=NC(=NC2=C(C(=CC=C12)Br)F)OC[C@H]1N(CCC1)C